beta-D-galactopyranosyl-(1→6)-D-glucopyranose [C@@H]1([C@H](O)[C@@H](O)[C@@H](O)[C@H](O1)CO)OC[C@@H]1[C@H]([C@@H]([C@H](C(O)O1)O)O)O